N-(4-(3-amino-6-(4-isobutyrylpiperazin-1-yl)-1-methyl-1H-indazol-4-yl)phenyl)-4-ethoxy-1-(4-fluorophenyl)-2-oxo-1,2-dihydropyridine-3-carboxamide NC1=NN(C2=CC(=CC(=C12)C1=CC=C(C=C1)NC(=O)C=1C(N(C=CC1OCC)C1=CC=C(C=C1)F)=O)N1CCN(CC1)C(C(C)C)=O)C